CC=1C(C=C(C(C1C)=O)C(CC(=O)O)(C)C)=O 3-(4,5-dimethyl-3,6-dioxocyclohex-1,4-dien-1-yl)-3-methylbutyric acid